C(C)OC(=O)C=1C(NC=CC1OCC)=O 4-ethoxy-2-keto-1,2-dihydropyridine-3-carboxylic acid ethyl ester